C(CCCCC)C=1C(=C(C(=O)O)C=CC1)O.C(CCCCC)OC=1C(C(=O)O)=CC=CC1.C1(=CC=CC=C1)C=1N=C(SC1)[C@H]1NCCC1 (S)-4-phenyl-2-(pyrrolidine-2-yl)thiazole Hexyl-Salicylate (hexyl-2-hydroxybenzoate)